2-hydroxy-2-methyl-1-(1-naphthyl)propan-1-one ethyl-4-amino-1-(4-(1-(R)-hydroxyethyl)phenyl)-2-oxo-7-(trifluoromethyl)-1,2-dihydroquinoline-3-carboxylate C(C)OC(=O)C=1C(N(C2=CC(=CC=C2C1N)C(F)(F)F)C1=CC=C(C=C1)[C@@H](C)O)=O.OC(C(=O)C1=CC=CC2=CC=CC=C12)(C)C